3-methyl-6-(3-chlorophenyl)-7-benzoyl-6,7-dihydro-5H-[1,2,4]triazolo[3,4-b][1,3,4]thiadiazine CC1=NN=C2SC(C(NN21)C2=CC(=CC=C2)Cl)C(C2=CC=CC=C2)=O